((S)-4-methyl-1-oxo-1-(((S)-1-oxo-3-((S)-2-oxopyrrolidin-3-yl)-prop-2-yl)amino)pent-2-yl)-1H-indole-2-carboxamide CC(C[C@@H](C(N[C@H](C=O)C[C@H]1C(NCC1)=O)=O)N1C(=CC2=CC=CC=C12)C(=O)N)C